Bis(cyclopentadienyl)nickel(II) C1(C=CC=C1)[Ni]C1C=CC=C1